ClC1=NC=C(C(=N1)C)C(F)F 2-chloro-5-(difluoromethyl)-4-methylpyrimidine